pyranone pentaoxygen [O].[O].[O].[O].[O].O1C(C=CC=C1)=O